CC1=C2C(C(=COC2=CC(=C1)C)C=O)=O 5,7-DIMETHYL-3-FORMYLCHROMONE